C1(CCCC1)NC(C1=CC=C(C=C1)[C@H](C)NC=1N=CC2=C(N1)N(C(C=C2)=O)CC(C)(C)C)=O N-cyclopentyl-4-[(1S)-1-{[8-(2,2-dimethylpropyl)-7-oxo-pyrido[2,3-d]pyrimidin-2-yl]amino}ethyl]benzamide